Cl.ClC=1C=CC2=C(CC3(CC=4N2C(=NN4)[C@@H]4CC[C@H](CC4)N4CCOCC4)OCCO3)C1 8'-Chloro-1'-[trans-4-(morpholin-4-yl)cyclohexyl]-4'H,6'H-spiro[1,3-dioxolan-2,5'-[1,2,4]triazolo[4,3-a][1]benzazepin] hydrochlorid